C1(CC1)C1=C(C(=NO1)C1=C(C=CC=C1Cl)Cl)COC1CCN(CC1)C=1SC(=C(N1)C1=C(C=C(C(=O)O)C=C1)C)C 4-(2-(4-((5-cyclopropyl-3-(2,6-dichlorophenyl)isoxazol-4-yl)methoxy)piperidin-1-yl)-5-methylthiazol-4-yl)-3-methylbenzoic acid